COC1(C2(CC3CC(CC1C3)C2)[NH-])OC dimethoxyadamantylamide